Tricarboxyethylphosphan C(=O)(O)C(CP)(C(=O)O)C(=O)O